(R)-5-(7,7-difluoro-2-((2S,3R)-3-hydroxy-2-methylazetidin-1-yl)-6,7-dihydro-5H-cyclopenta[d]pyrimidin-4-yl)-2,3-dihydrospiro[indene-1,2'-pyrrolidin]-5'-one FC1(CCC2=C1N=C(N=C2C=2C=C1CC[C@]3(NC(CC3)=O)C1=CC2)N2[C@H]([C@@H](C2)O)C)F